(R)-4-(5-(methoxymethyl)-1,3,4-thiadiazol-2-yl)-N-(3-methylthieno[3,2-c]pyridin-4-yl)-N-(piperidin-3-yl)benzamide COCC1=NN=C(S1)C1=CC=C(C(=O)N([C@H]2CNCCC2)C2=NC=CC3=C2C(=CS3)C)C=C1